N1C(=NC2=C1C=CC=C2)C=2C=C(C=CC2)NC2=CC=C(C=C2)C2=CC(=CN=N2)C(=O)OC methyl 6-(4-((3-(1H-benzo[d]imidazol-2-yl) phenyl)amino)phenyl)pyridazine-4-carboxylate